methyl 2-(2-fluoro-4-(((oxazol-5-ylmethoxy)carbonyl)amino)benzyl)-6-azaspiro[3.4]octane-6-carboxylate FC1=C(CC2CC3(C2)CN(CC3)C(=O)OC)C=CC(=C1)NC(=O)OCC1=CN=CO1